(2S)-2-AMINO-2-(4-FORMYL(2-PYRIDYL))PROPANOIC ACID N[C@@](C(=O)O)(C)C1=NC=CC(=C1)C=O